chloro-6-cyanopyridine ClC1=NC(=CC=C1)C#N